N-(4-methoxyphenyl)-1-(naphthalen-2-yl)toluidine COC1=CC=C(C=C1)NC1(C(C=CC=C1)C)C1=CC2=CC=CC=C2C=C1